CO[C@@H]1O[C@@H]([C@H]2OC(O[C@H]21)(C)C)[C@@H](C2=CC=C1CCC1=C2)OC(C2=CC=C(C=C2)C2=CC=CC=C2)=O [(R)-[(3aR,4R,6R,6aR)-4-methoxy-2,2-dimethyl-3a,4,6,6a-tetrahydrofuro[3,4-d][1,3]dioxol-6-yl]-(4-bicyclo[4.2.0]octa-1,3,5-trienyl)methyl]4-phenylbenzoate